[Cl-].C(C)[N+](C)(C)CCO N-ethyl-2-hydroxy-N,N-dimethylethylammonium chloride